ethyl 4-hydroxy-5,6,8-trimethoxy-2-naphthalenecarboxylate OC1=CC(=CC2=C(C=C(C(=C12)OC)OC)OC)C(=O)OCC